methyl 2-hydroxy-benzoate OC1=C(C(=O)OC)C=CC=C1